FC1(C[C@@]12CN(CCC2)C2=C(C(=O)NC1=CC(=NC=C1)S(N)(=O)=O)C=C(C=N2)C(F)(F)F)F (S)-2-(1,1-difluoro-5-azaspiro[2.5]oct-5-yl)-N-(2-sulfamoylpyridin-4-yl)-5-(trifluoromethyl)nicotinamide